C(C)(=O)C1=NN(C2=CC=C(C=C12)C=1C=CC=2N(N1)C=CN2)CC(=O)N2[C@@H](C[C@H](C2)F)C(=O)NC2=NC(=CC=C2)Br (2S,4R)-1-(2-(3-acetyl-5-(imidazo[1,2-b]pyridazin-6-yl)-1H-indazol-1-yl)acetyl)-N-(6-bromopyridin-2-yl)-4-fluoropyrrolidine-2-carboxamide